C(CCC)[Sn](C1=NC=CC(=N1)Cl)(CCCC)CCCC tributyl-(4-chloropyrimidin-2-yl)stannane